C(C)(C)(C)OC(=O)NCCOC1=CC=C(C=C1)CCC(=O)O 3-(4-(2-((tert-butoxycarbonyl)amino)ethoxy)phenyl)propanoic acid